4-chloro-5-methoxy-N,N-bis[(4-methoxyphenyl)methyl]pyridin-2-amine ClC1=CC(=NC=C1OC)N(CC1=CC=C(C=C1)OC)CC1=CC=C(C=C1)OC